C[C@H]1OCCN(C1)[C@H]1COC2=CC=CC=C2[C@@H]1NC1=CC=CC=2NC(=NC21)C(F)(F)F N-((3R,4S)-3-((R)-2-methylmorpholino)chroman-4-yl)-2-(trifluoromethyl)-1H-benzo[d]imidazol-4-amine